tert-butyl (2S)-3-methyl-2-(methylamino)butanoate CC([C@@H](C(=O)OC(C)(C)C)NC)C